(2S)-2-(benzyloxycarbonylamino)-3-methoxyimino-butyric acid benzyl ester C(C1=CC=CC=C1)OC([C@H](C(C)=NOC)NC(=O)OCC1=CC=CC=C1)=O